2-(2-chloro-5-fluoropyrimidin-4-yl)-7-isopropyl-3,5-dimethylthieno[3,2-c]pyridine-4(5H)-one ClC1=NC=C(C(=N1)C1=C(C=2C(N(C=C(C2S1)C(C)C)C)=O)C)F